N=C1C=NC(S1)=O iminothiazolinone